C1NCC12CC(C2)N2N=CC(=C2)C2=C1C(=NNC1=CC=C2)C 4-(1-(2-azaspiro[3.3]heptane-6-yl)-1H-pyrazol-4-yl)-3-methyl-1H-indazole